N-(3-methyl-1,1-dioxo-thietan-3-yl)thiazolo[5,4-b]pyridine-2-carboxamide CC1(CS(C1)(=O)=O)NC(=O)C=1SC2=NC=CC=C2N1